tert-butyl (S)-((4,4-difluorocyclohexyl)(5-(2-methoxyacetyl)benzo[d]oxazol-2-yl)methyl)carbamate FC1(CCC(CC1)[C@@H](C=1OC2=C(N1)C=C(C=C2)C(COC)=O)NC(OC(C)(C)C)=O)F